5-(3-aminopyrazol-1-yl)-N-methyl-pyridin-2-amine NC1=NN(C=C1)C=1C=CC(=NC1)NC